1-chloro-5-fluoro-4-nitro-2-(trifluoromethyl)benzene 2,5,10,11,11-pentamethyl-6-oxo-7-oxa-2,5,10-triazatetradec-12-yne-14-thioate CN(C)CCN(C(OCCN(C(C#CC(O)=S)(C)C)C)=O)C.ClC1=C(C=C(C(=C1)F)[N+](=O)[O-])C(F)(F)F